NC1SC(=C(N1)C=1C(=C(C=CC1)C=1C(=C(C(=CC1)F)S(=O)(=O)N)F)F)C1=NC(=NC=C1)NC1CC2(CS(C2)(=O)=O)C1 (3-(2-amino-5-(2-((2,2-dioxo-2-thiaspiro[3.3]hept-6-yl)amino)pyrimidin-4-yl)-2,3-dihydrothiazol-4-yl)-2-fluorophenyl)-2,6-difluorobenzenesulfonamide